2-((2-(2-((tert-butoxycarbonyl)(2-(6-methoxy-3-nitropyridin-2-yl)ethyl)amino)-ethyl)-4-fluorophenyl)amino)-5-fluoro-4-(trifluoromethyl)benzoic acid C(C)(C)(C)OC(=O)N(CCC1=C(C=CC(=C1)F)NC1=C(C(=O)O)C=C(C(=C1)C(F)(F)F)F)CCC1=NC(=CC=C1[N+](=O)[O-])OC